tert-butyl (S,E)-3-(6-bromo-3-(1-((tert-butylsulfinyl)imino)-2,2-difluoroethyl)-5-fluoro-1H-indol-1-yl)azetidine-1-carboxylate BrC1=C(C=C2C(=CN(C2=C1)C1CN(C1)C(=O)OC(C)(C)C)\C(\C(F)F)=N/[S@@](=O)C(C)(C)C)F